2-hydroxy-propoxyphenol OC(COC1=C(C=CC=C1)O)C